FC1([C@H]2C/C(/[C@H]([C@@](C1)(N2)C)OC)=C/C=2N=NC(=CN2)C2=C(C=C(C=C2)N2C=NC=C2)O)F 2-(3-((Z)-((1R,2R,5R)-6,6-difluoro-2-methoxy-1-methyl-8-azabicyclo[3.2.1]octan-3-ylidene)methyl)-1,2,4-triazin-6-yl)-5-(1H-imidazol-1-yl)phenol